N-(3-(4-(3-phenylpropyl)piperazin-1-yl)propyl)-[1,1'-biphenyl]-4-sulfonamide C1(=CC=CC=C1)CCCN1CCN(CC1)CCCNS(=O)(=O)C1=CC=C(C=C1)C1=CC=CC=C1